tert-butyl (E)-(2-((tert-butyldiphenylsilyl)oxy)ethyl)(2-((5-(4-(methoxymethoxy)-2-methyl-6-(4,4,5,5-tetramethyl-1,3,2-dioxaborolan-2-yl)phenyl)pent-4-en-1-yl)oxy)ethyl)carbamate [Si](C1=CC=CC=C1)(C1=CC=CC=C1)(C(C)(C)C)OCCN(C(OC(C)(C)C)=O)CCOCCC\C=C\C1=C(C=C(C=C1B1OC(C(O1)(C)C)(C)C)OCOC)C